benzoindole acridine salt C1=CC=CC2=NC3=CC=CC=C3C=C12.N1C=CC2=CC=C3C(=C12)C=CC=C3